ethyl-1-[2-[4-(2-chlorophenyl)-2-oxo-chromen-7-yl]oxypropanoyl]-3-methyl-piperidine tert-butyl-(2S,6R)-4-(6-fluoroquinoxalin-5-yl)-2,6-dimethyl-piperazine-1-carboxylate C(C)(C)(C)OC(=O)N1[C@H](CN(C[C@H]1C)C1=C2N=CC=NC2=CC=C1F)C.C(C)C1N(CCCC1C)C(C(C)OC1=CC=C2C(=CC(OC2=C1)=O)C1=C(C=CC=C1)Cl)=O